CC1=CC2=C(NC(=N2)C(C)N)C=C1 1-(5-methyl-1H-benzimidazol-2-yl)ethanamine